N1C=C(C2=CC=CC=C12)CC=O indol-3-ylacetaldehyde